N-[(3S,5R)-5-[(2R)-2-(tert-butyloxymethyl)-3-oxo-piperazin-1-yl]-2-(2,5-Difluorophenyl)tetrahydropyran-3-yl]Carbamic acid tert-butyl ester C(C)(C)(C)OC(N[C@@H]1C(OC[C@@H](C1)N1[C@@H](C(NCC1)=O)COC(C)(C)C)C1=C(C=CC(=C1)F)F)=O